COCCOC1=CC=C(C=C1)C1CNC(N1C1=CC2=C(NC=N2)C=C1)=O 5-(4-(2-Methoxyethoxy)phenyl)-1-(1H-benzo[d]imidazol-5-yl)imidazolidin-2-on